CN1C(C2=CN=NC=C2C=C1)=O 6-methylpyrido[3,4-d]pyridazin-5(6H)-one